C(C1=CC=CC=C1)(=O)O.C(C)(C)C(=CC(=O)N)C(C)C diisopropyl-acrylamide benzoate